CN1N=C2C(C(N(C=3C(=CC=CC23)NC2=CC(=NC=C2C(CC([2H])([2H])[2H])=O)NC(=O)C2CC2)C)([2H])[2H])=N1 N-(4-((2,5-dimethyl-4,5-dihydro-2H-[1,2,3]triazolo[4,5-c]quinolin-6-yl-4,4-d2)amino)-5-(propanoyl-3,3,3-d3)pyridin-2-yl)cyclopropanecarboxamide